NCCC12N(CC(C1)C2)C(=O)OC(C)(C)C tert-butyl 1-(2-aminoethyl)-2-azabicyclo[2.1.1]hexane-2-carboxylate